bis(10-hydroxybenzo[h]-quinoline) beryllium [Be].OC1=CC=CC2=CC=C3C=CC=NC3=C21.OC2=CC=CC1=CC=C3C=CC=NC3=C12